FC1(CC(C1)CC(=O)N[C@H](COC)C#C)F (S)-2-(3,3-difluorocyclobutyl)-N-(1-methoxybut-3-yn-2-yl)acetamide